FC1CN(CC1)C(=O)C1=NC=CC(=C1O)NC=1C(C(C1NC1C(CCC=2N=C(SC21)C)(C)C)=O)=O 3-((2-(3-fluoropyrrolidine-1-carbonyl)-3-hydroxypyridin-4-yl)amino)-4-((2,6,6-trimethyl-4,5,6,7-tetrahydrobenzo[d]thiazol-7-yl)amino)-cyclobut-3-ene-1,2-dione